3-[[4-[(1E)-1-[[[4-cyclohexyl-3-(trifluoromethyl)phenyl]methoxy]imino]ethyl]-2-ethylphenyl]-methyl]-3-azetidinecarboxylic acid C1(CCCCC1)C1=C(C=C(C=C1)CO\N=C(/C)\C1=CC(=C(C=C1)CC1(CNC1)C(=O)O)CC)C(F)(F)F